OC(C)(C)C=1C(=CC2=CN(N=C2C1)CCCOC)NC(=O)C1=NC(=CC=C1)C(F)(F)F N-[6-(2-hydroxy-prop-2-yl)-2-(3-methoxypropyl)-2H-indazol-5-yl]-6-(trifluoromethyl)pyridine-2-carboxamide